COC1CCC(CC1)N (1S,4S)-4-methoxycyclohexan-1-amine